O=C1C(N(C2=CC=CC=C12)CC#C)(C(=O)OC)C=C=C Methyl 3-oxo-1-(prop-2-yn-1-yl)-2-(propa-1,2-dien-1-yl)indoline-2-carboxylate